tert-butyl 2-[2-(2-aminoethoxy)ethoxy]acetate hydrochloride Cl.NCCOCCOCC(=O)OC(C)(C)C